COC1=C(C=CC=C1NC1=NC(=NC=C1C(=O)O)NC1=NC=CC=C1)C1=CC(=CC=C1)OCCCCCCCC 4-(2-methoxy-3'-(octyloxy)biphenyl-3-ylamino)-2-(pyridin-2-ylamino)pyrimidine-5-carboxylic acid